OC=1C2=C(NC(C1C(=O)OC)=O)C1=C(OC[C@H]2C(C)C)C=C(C(=C1)COC)OCCCOC Methyl (S)-4-hydroxy-5-isopropyl-10-(methoxymethyl)-9-(3-methoxypropoxy)-2-oxo-1,2,5,6-tetrahydrobenzo[2,3]oxepino[4,5-b]pyridine-3-carboxylate